[Ti+4].C(C)[N-]C.C(C)[N-]C.C(C)[N-]C.C(C)[N-]C (ethylmethylamide) titanium